BrCC1=CC(=CS1)C=1OC(=NN1)C(F)F 2-(5-(bromomethyl)thiophen-3-yl)-5-(difluoromethyl)-1,3,4-oxadiazole